C(C=C)(=O)OC1=C(C=C(C=C1CC1=C(C(=CC(=C1)C)C(C)(C)C)O)C)C(C)(C)C 2-tert-butyl-6-[(3-tert-butyl-2-hydroxy-5-methylphenyl) methyl]-4-methylphenyl prop-2-enoate